C1(=C(C=CC=C1)N1C=NC2=C1C=CC=C2C(=O)N)C (o-tolyl)-1H-benzo[d]Imidazole-4-carboxamide